benzyl (2S,5R)-1-(benzyloxymethyl)-2-isopropyl-5-methyl-cyclohexanecarboxylate C(C1=CC=CC=C1)OCC1([C@@H](CC[C@H](C1)C)C(C)C)C(=O)OCC1=CC=CC=C1